BrC1=CC=C(C(=N1)NC(=O)[C@H]1N[C@@H]2C[C@@H]2C1)F (1R,3S,5R)-N-(6-bromo-3-fluoropyridin-2-yl)-2-azabicyclo[3.1.0]Hexane-3-carboxamide